1-(5-methoxy-1H-indol-3-yl)-N,N-dimethylmethanamine COC=1C=C2C(=CNC2=CC1)CN(C)C